(S)-N-(2,6-dimethylphenyl)-5-(4-(4-fluoropyrazolo[1,5-a]pyridin-2-yl)-1,4,6,7-tetrahydro-5H-imidazo[4,5-c]pyridin-5-yl)pyrazine-2-carboxamide CC1=C(C(=CC=C1)C)NC(=O)C1=NC=C(N=C1)N1[C@@H](C2=C(CC1)NC=N2)C2=NN1C(C(=CC=C1)F)=C2